FC1=C(C=C(C=C1)N(C(=O)C1=CC=2N(C=C1)N=CC2)C)OC N-(4-fluoro-3-methoxy-phenyl)-N-methyl-pyrazolo[1,5-a]pyridine-5-carboxamide